(Z)-1-(4-azidophenyl)-3-(4-methylphenyl)prop-2-en-1-one N(=[N+]=[N-])C1=CC=C(C=C1)C(\C=C/C1=CC=C(C=C1)C)=O